(R)-(S-methylsulfonimidoyl)benzene C[S@](=O)(=N)C1=CC=CC=C1